(4-amino-1,2,5-oxadiazol-3-yl)[3-{[2-(4-chlorophenyl)imidazo[1,2-a]pyrimidin-3-yl]methyl}-8-oxo-3,10-diazabicyclo[4.3.1]dec-10-yl]methanone NC=1C(=NON1)C(=O)N1C2CN(CCC1CC(C2)=O)CC2=C(N=C1N2C=CC=N1)C1=CC=C(C=C1)Cl